FC(CN1C(=NC(=C1)C(F)(F)F)C1=CC=C(C=C1)CO)(F)F (4-(1-(2,2,2-trifluoroethyl)-4-(trifluoromethyl)-1H-imidazol-2-yl)phenyl)methanol